P(=O)(O)(O)O.P(=O)(O)(O)O dihydrogen phosphate, Hydrogenphosphate salt